C1(CCC1)C1=C2C3=CN=C(C(O[C@@H](C4=CC(=CC=C4C4=NN(N=C4CN2N=N1)C)F)C)=C3)N (19R)-3-cyclobutyl-16-fluoro-10,19-dimethyl-20-oxa-4,5,6,9,10,11,23-heptaazapentacyclo[19.3.1.02,6.08,12.013,18]pentacosa-1(24),2,4,8,11,13,15,17,21(25),22-decaen-22-amine